3-bromo-8-fluoro-6,6-dimethyl-6,12-dihydroindolo[2,1-b]quinazolin-12-one BrC1=CC=C2C(N3C(=NC2=C1)C(C1=CC(=CC=C13)F)(C)C)=O